(12aR)-9-bromo-8,10-difluoro-6-oxo-3,4,12,12a-tetrahydro-6H-pyrazino[2,1-c][1,4]benzooxazepine-2(1H)-carboxylic acid tert-butyl ester C(C)(C)(C)OC(=O)N1C[C@@H]2COC3=C(C(N2CC1)=O)C=C(C(=C3F)Br)F